S1C(=CC=C1)CCNCCC=1SC=CC1 di(2-thiophenyl-ethyl)-amine